N-(4-((R)-3-((5-chloropyrimidin-2-yl)amino)pyrrolidine-1-carbonyl)-2-((tetrahydrofuran-3-yl)oxy)phenyl)acrylamide ClC=1C=NC(=NC1)N[C@H]1CN(CC1)C(=O)C1=CC(=C(C=C1)NC(C=C)=O)OC1COCC1